3-(benzo[d]thiazol-5-yl)benzoic acid S1C=NC2=C1C=CC(=C2)C=2C=C(C(=O)O)C=CC2